FC1=C(N(CC=C1)C)C1=CC=NC=C1 fluoro-N-methyl-[2,4'-bipyridine]